CC1(C2=CC=CC=C2C=2C=CC(=CC12)N(C1=CC=C(C=C1)C1=CC=C(C=C1)N(C1=CC=CC=C1)C1=CC=2C(C3=CC=CC=C3C2C=C1)(C)C)C1=CC=CC=C1)C N4,N4'-bis(9,9-dimethyl-9H-fluoren-2-yl)-N4,N4'-diphenylbiphenyl-4,4'-diamine